dimethyl-(cyclopentadienyl)platinum (IV) C[Pt+](C1C=CC=C1)C